(8S,8aR)-7-(tert-butoxycarbonyl)-2-(3-(methylsulfonylamino)bicyclo[1.1.1]Pentane-1-yl)-3-oxooctane C(C)(C)(C)OC(=O)C(CCCC(C(C)C12CC(C1)(C2)NS(=O)(=O)C)=O)C